(benzenesulfonyl)-1-(4-(trifluoromethyl)phenyl)ethan-1-amine C1(=CC=CC=C1)S(=O)(=O)C(C)(N)C1=CC=C(C=C1)C(F)(F)F